F[P-](F)(F)(F)(F)F.ClC(=[N+](C)C)N(C)C N-(Chloro(dimethyl-amino)methylene)-N-methylmethanaminium hexafluorophosphate